C1(=CC=CC=C1)P(C1=CC=CC=2C(C3=CC=CC(=C3OC12)P(C1=CC=CC=C1)C1=CC=CC=C1)(C)C)C1=CC=CC=C1 4,5-bis-diphenylphosphanyl-9,9-dimethyl-9H-xanthene